N1=CC(=CC=C1)C=1OC2=C(N1)C=C(C=C2)NC(=O)C2=NC1=CC=CC=C1N=C2 N-[2-(Pyridin-3-yl)-1,3-benzoxazol-5-yl]quinoxaline-2-carboxamide